2-bromo-1-((3-fluorobenzyl)oxy)-4-nitrobenzene BrC1=C(C=CC(=C1)[N+](=O)[O-])OCC1=CC(=CC=C1)F